3-(2,5-dimethyl-1H-pyrrol-1-yl)-N-(4-oxo-3,4-dihydroquinazolin-6-yl)propanamide CC=1N(C(=CC1)C)CCC(=O)NC=1C=C2C(NC=NC2=CC1)=O